Tert-butyl 8-(4,4,5,5-tetramethyl-1,3,2-dioxaborolan-2-yl)-2,3-dihydrobenzo[f][1,4]oxazepine-4(5H)-carboxylate CC1(OB(OC1(C)C)C1=CC2=C(CN(CCO2)C(=O)OC(C)(C)C)C=C1)C